C(C)(C)(C)OC(=O)N1[C@@H](CCC1)C1=C2CCN(CC2=CC(=C1)Cl)C(=O)OCC1=CC=CC=C1 (S)-benzyl 5-(1-(tert-butoxycarbonyl)pyrrolidin-2-yl)-7-chloro-3,4-dihydroisoquinoline-2(1H)-carboxylate